(4-(4-nitro-2-(trifluoromethyl)phenyl)piperazin-1-yl)ethan-1-ol [N+](=O)([O-])C1=CC(=C(C=C1)N1CCN(CC1)C(C)O)C(F)(F)F